[Si](C1=CC=CC=C1)(C1=CC=CC=C1)(C(C)(C)C)OC1C2C(N(C(C1)C2)C(=O)[O-])C(=O)[O-] 5-((tert-butyldiphenylsilyl)oxy)-2-azabicyclo[2.2.1]heptane-2,3-dicarboxylate